(2,6-Dichloropyridin-4-yl)methyl (R)-2-(pyrrolidin-3-yl)acetate hydrochloride Cl.N1C[C@H](CC1)CC(=O)OCC1=CC(=NC(=C1)Cl)Cl